BrC1=C2CC(CN(C2=CC=C1)C1=CC=C(C=C1)C(F)(F)F)CNC(OC(C)(C)C)=O tert-butyl ((5-bromo-1-(4-(trifluoromethyl)phenyl)-1,2,3,4-tetrahydroquinolin-3-yl)methyl)carbamate